C12CC(CCC2O1)C1OCC2(CC3OC3CC2)CO1 2-(7-oxabicyclo[4.1.0]hept-3-yl)-spiro[1,3-dioxane-5,3'-[7]oxabicyclo[4.1.0]heptane]